C(=O)C1=CC=C(C=C1)/C=C/C(=O)OC (E)-methyl 3-(4-formylphenyl)acrylate